2-[[2-(9H-fluoren-9-ylmethoxycarbonylamino)acetyl]amino]acetic acid C1=CC=CC=2C3=CC=CC=C3C(C12)COC(=O)NCC(=O)NCC(=O)O